NCCC1(CN(CCC1)C(=O)OC(C)(C)C)O tert-butyl 3-(2-aminoethyl)-3-hydroxypiperidine-1-carboxylate